7-amino-6-(methylamino)-3,4-dihydro-2H-isoquinolin-1-one NC1=C(C=C2CCNC(C2=C1)=O)NC